(1S,3S)-N1-(5-chloro-4-(pyrazolo[1,5-a]pyrimidin-5-yl)pyrimidin-2-yl)cyclopentane-1,3-diamine ClC=1C(=NC(=NC1)N[C@@H]1C[C@H](CC1)N)C1=NC=2N(C=C1)N=CC2